NC=1C=2O[C@@H](C3=CC(=CC=C3C3=NN(N=C3C(C=3C=CN(C3C(=CN1)C2)CC)O)C)F)C (19R)-22-amino-3-ethyl-16-fluoro-10,19-dimethyl-20-oxa-3,9,10,11,23-pentaazapentacyclo[19.3.1.02,6.08,12.013,18]pentacosa-1(24),2(6),4,8,11,13,15,17,21(25),22-decaen-7-ol